methyl 2-[(3S)-1-{2-ethyl-6-[5-(hydroxymethyl)-1-methyl-1H-1,2,3-triazol-4-yl]pyridin-3-yl}pyrrolidin-3-yl]-2-methylpropanoate C(C)C1=NC(=CC=C1N1C[C@@H](CC1)C(C(=O)OC)(C)C)C=1N=NN(C1CO)C